[Na+].CC(CS(=O)(=O)[O-])C 2-methyl-propanesulfonic acid sodium salt